C(CC(C)C)(=O)Cl Isovaleroyl chloride